(4-bromo-2-nitrophenyl)isoquinolin-6-amine BrC1=CC(=C(C=C1)C1=NC=CC2=CC(=CC=C12)N)[N+](=O)[O-]